ClC=1C=C(C=NC1)CC1CC2(CN(C2)C(=O)N2C[C@@H]3[C@@H](OCC(N3)=O)CC2)C1 (4aR,8aS)-6-[6-[(5-chloro-3-pyridyl)methyl]-2-azaspiro[3.3]heptane-2-carbonyl]-4,4a,5,7,8,8a-hexahydropyrido[4,3-b][1,4]oxazin-3-one